BrCCCCCCCCCCCCCCCCCCCC(=O)OC methyl 20-bromoeicosanoate